(1R,2S)-1-amino-2-(2-(2-methoxyethoxy)ethyl)cyclopropanecarboxylic acid methyl ester hydrochloride Cl.COC(=O)[C@@]1([C@@H](C1)CCOCCOC)N